C1(CC1)C(=O)C1CC1 (cyclopropyl)Ketone